OB1OCC2=C1C=C(C=C2)C(=O)NC(CNCC(=O)O)C N-(2-(1-hydroxy-1,3-dihydrobenzo[c][1,2]oxaborole-6-carboxamido)propyl)glycine